N(=[N+]=[N-])CCCOC 1-Azido-3-methoxy-propan